(E)-ethyl 3-(7-chloro-3-(2,6-dimethylphenyl)-2-methyl-4-oxo-3,4-dihydroquinazolin-6-yl)acrylate ClC1=C(C=C2C(N(C(=NC2=C1)C)C1=C(C=CC=C1C)C)=O)/C=C/C(=O)OCC